C(C)(C)(C)N(C(O)=O)[C@H]1CN(CCC1)CCF.Cl.CC(C)N1CCOCC1 (propan-2-yl)morpholine hydrochloride tert-butyl-(R)-(1-(2-fluoroethyl)piperidin-3-yl)carbamate